[Nd+3].P(=O)(OCC(CCCC)CC)(OCC(CCCC)CC)[O-].C(C)C(COP(=O)(OCC(CCCC)CC)[O-])CCCC.C(C)C(COP(=O)(OCC(CCCC)CC)[O-])CCCC di-(2-ethylhexyl) phosphate neodymium